ClC1=CC=C(C=C1)S[C@@H]1[C@H]([C@H]([C@@H](C1)N1C=CC\2=C1NC=N/C2=N/N)O)O (1S,2S,3S,5R)-3-((4-chlorophenyl)thio)-5-((E)-4-hydrazineylidene-1,4-dihydro-7H-pyrrolo[2,3-d]pyrimidin-7-yl)cyclopentane-1,2-diol